[2H]CC(C)=O Deuteroacetone